oxathiacyclohexadien-4-one S1=COC(C=C1)=O